2,2'-[1,4-phenylenedi(methyleneoxy[1,1'-binaphthyl]-2',2-diyloxy)]bis(ethan-1-ol) C1(=CC=C(C=C1)COC1=C(C2=CC=CC=C2C=C1)C1=C(C=CC2=CC=CC=C12)OCCO)COC1=C(C2=CC=CC=C2C=C1)C1=C(C=CC2=CC=CC=C12)OCCO